FC1=C(C=C(C=C1)F)C(CN1N=CN=C1)=O 1-(2,5-difluorophenyl)-2-(1H-1,2,4-triazol-1-yl)ethanone